(R)-1-(4-(2-(3,5-dichloro-4-((S)-3-chloro-2-hydroxypropoxy)phenyl)propan-2-yl)phenoxy)-3-morpholinopropan-2-yl acetate C(C)(=O)O[C@@H](COC1=CC=C(C=C1)C(C)(C)C1=CC(=C(C(=C1)Cl)OC[C@@H](CCl)O)Cl)CN1CCOCC1